4-(2-(1-(4-nitrophenyl)piperidin-4-yl)ethoxy)piperidine-1-carboxylic acid benzyl ester C(C1=CC=CC=C1)OC(=O)N1CCC(CC1)OCCC1CCN(CC1)C1=CC=C(C=C1)[N+](=O)[O-]